CC1(CN(C2=CC=C(C=C12)C)C(CCCCCCC)=O)CCN(C=O)C N-(2-(3,5-dimethyl-1-octanoylindolin-3-yl)ethyl)-N-methylformamide